ClC=1C(=NC=CC1)N1N=C(C=C1C(=O)NC=1C(=CC=2N(C1C(=O)NOC)N=CC2)C)OC2CSC2 6-(1-(3-Chloropyridin-2-yl)-3-(thietan-3-yloxy)-1H-pyrazol-5-carboxamido)-N-methoxy-5-methylpyrazolo[1,5-a]pyridin-7-carboxamid